ClC=1C(=NC(=NC1)NC=1C(=NN(C1)C)C)C1=CC=C2CN(C(C2=C1)=O)[C@@H](C(=O)N[C@H](CO)C1=CC(=CC=C1)C)C (2R)-2-(6-{5-chloro-2-[(1,3-dimethyl-1H-pyrazol-4-yl)amino]pyrimidin-4-yl}-1-oxo-2,3-dihydro-1H-isoindol-2-yl)-N-[(1S)-2-hydroxy-1-(3-methylphenyl)ethyl]propionamide